Ethyl 2-[1-(cyclopropylmeth-yl)-1H-pyrazol-4-yl]-3-fluoro-5-[({1-[2-fluoro-4-(trifluoromethyl) phenyl]cyclopropyl}carbonyl) amino]benzoate C1(CC1)CN1N=CC(=C1)C1=C(C(=O)OCC)C=C(C=C1F)NC(=O)C1(CC1)C1=C(C=C(C=C1)C(F)(F)F)F